N-hydroxy-4-((1-tert-butyl-5-chloro-6-oxo-1,6-dihydropyridazin-4-yl)thiomethyl)benzamidine ONC(C1=CC=C(C=C1)CSC=1C=NN(C(C1Cl)=O)C(C)(C)C)=N